C(C)OC(=O)C=1C(=C(N2C=CC(=C2C1)C=1C=NN(C1)C1CCOCC1)C(C)=O)C 5-acetyl-6-methyl-1-(1-(tetrahydro-2H-pyran-4-yl)-1H-pyrazol-4-yl)indolizine-7-carboxylic acid ethyl ester